3-(2-chloro-5-methoxypyrimidin-4-yloxy)aniline ClC1=NC=C(C(=N1)OC=1C=C(N)C=CC1)OC